S(C)(=O)(=O)O.C(C)(C)(C)C1=NC(=C(N1)C1=CC=C2C(=N1)N(C(=N2)N)CC2CC2)C2=CC=C(C=C2)F 5-[2-tert-butyl-5-(4-fluorophenyl)-3H-imidazol-4-yl]-3-cyclopropylmethyl-3H-imidazo[4,5-b]pyridin-2-ylamine mesylate